Cl.Cl.C(C)(C)O[C@H]1CNCC1 (R)-3-isopropoxypyrrolidine hydrochloride HCl